N-(5-((2-(2-azabicyclo[2.2.2]octan-2-yl)ethyl)carbamoyl)-2-methylpyridin-3-yl)-2-(2-oxo-2,3-dihydrobenzo[d]oxazol-5-yl)pyrazolo[5,1-b]thiazole-7-carboxamide C12N(CC(CC1)CC2)CCNC(=O)C=2C=C(C(=NC2)C)NC(=O)C=2C=NN1C2SC(=C1)C=1C=CC2=C(NC(O2)=O)C1